7-(2-fluoro-3-(1-(1-(4-fluorophenyl)ethyl)-1H-pyrazol-4-yl)-4-methylphenyl)-[1,2,4]triazolo[1,5-a]pyridin-2-amine FC1=C(C=CC(=C1C=1C=NN(C1)C(C)C1=CC=C(C=C1)F)C)C1=CC=2N(C=C1)N=C(N2)N